2-CYANO-5-METHYLPHENYLBORONIC ACID C(#N)C1=C(C=C(C=C1)C)B(O)O